6-({bis(4-methoxybenzyl)aminocarbonyloxy}methyl)pyridine COC1=CC=C(CN(C(=O)OCC2=CC=CC=N2)CC2=CC=C(C=C2)OC)C=C1